NCCCNC(=O)C1=NC2=CC=CC=C2N=C1NC1=CC(=CC=C1)Cl N-(3-Aminopropyl)-3-((3-chlorophenyl)amino)quinoxaline-2-carboxamide